(2R,3R,4S)-2-(2-chloro-6-(2-methoxybenzylamino)-9H-purin-9-yl)tetrahydrothiophen-3,4-diol ClC1=NC(=C2N=CN(C2=N1)[C@@H]1SC[C@H]([C@H]1O)O)NCC1=C(C=CC=C1)OC